[5-(2,4-difluorophenyl)-1-trityl-1H-indazol-3-yl]-1-methylpiperidine-4-carboxamide FC1=C(C=CC(=C1)F)C=1C=C2C(=NN(C2=CC1)C(C1=CC=CC=C1)(C1=CC=CC=C1)C1=CC=CC=C1)C1N(CCC(C1)C(=O)N)C